(2S,3S)-2-[(3S)-2-oxopiperazin-1-yl]-3-methylpentanoic acid O=C1N(CCNC1)[C@H](C(=O)O)[C@H](CC)C